O[C@@H]1COCC[C@H]1NC(=O)C=1C=NC(=CC1)OCC=1C(=NOC1C)C=1C=NC(=CC1)C N-((3S,4R)-3-hydroxytetrahydro-2H-pyran-4-yl)-6-((5-methyl-3-(6-methylpyridin-3-yl)isoOxazol-4-yl)methoxy)pyridine-3-carboxamide